C(C)(C)C1=CC=C(C2CC[C-](C2=C1C)C)C.[Li+] lithium 7-iso-propyl-1,4,8-trimethyl-dihydroazulenide